C(C)OC(C(=C)[C@@H](O)C1=C(C=C(C=C1F)OCCC(F)F)F)=O |r| (rac)-2-((4-(3,3-difluoropropoxy)-2,6-difluorophenyl)(hydroxy)methyl)acrylic acid ethyl ester